tert-butyl (1R,3r,5S)-3-(4-((benzyloxy) carbonyl) piperidin-1-yl)-8-azabicyclo[3.2.1]octane-8-carboxylate C(C1=CC=CC=C1)OC(=O)C1CCN(CC1)C1C[C@H]2CC[C@@H](C1)N2C(=O)OC(C)(C)C